C(CCCCCCC)OC(CCCCC(=O)OCCCCCCCC)=O.C1=CC=CC=C1 benzene dioctyl-adipate